N-(3-Cyano-4-fluoro-phenyl)-11-hydroxy-13-methyl-14-oxo-11-phenyl-4,8,9,13-tetraazatricyclo[7.5.0.02,7]tetradeca-1,7-diene-4-carboxamide C(#N)C=1C=C(C=CC1F)NC(=O)N1CC2=C3C(N(CC(CN3N=C2CC1)(C1=CC=CC=C1)O)C)=O